1-(2,6-dichlorophenyl)azetidine tert-butyl-benzyl(3-(3-neopentyl-4-oxo-3,4-dihydroquinazolin-2-yl)propyl)carbamate C(C)(C)(C)OC(N(CCCC1=NC2=CC=CC=C2C(N1CC(C)(C)C)=O)CC1=CC=CC=C1)=O.ClC1=C(C(=CC=C1)Cl)N1CCC1